(4R)-2-benzylthiazolidine-4-carboxylic acid C(C1=CC=CC=C1)C1SC[C@H](N1)C(=O)O